C(C)C1CC=C(C1)CC(C=O)C (+-)-3-(4-ethyl-1-cyclopenten-1-yl)-2-methylpropanal